4-{6-[2-(7-Cyano-2-methyl-indol-1-yl)-ethylamino]-pyrimidin-4-yl}-2-ethylamino-benzoic acid C(#N)C=1C=CC=C2C=C(N(C12)CCNC1=CC(=NC=N1)C1=CC(=C(C(=O)O)C=C1)NCC)C